N=1N(N=C2C1C=CC=C2)C=2C=C(C=C(C2O)C(C)CC)S(=O)(=O)O 3-(benzotriazol-2-yl)-5-butan-2-yl-4-hydroxybenzenesulfonic acid